C(C)(=O)NC1=C(C=C(C=C1)N1C(C(C2=CC(=CC=C12)C(=O)NC1(SOCC1)C)(C)C)=O)O 1-(4-acetamido-3-hydroxyphenyl)-3,3-dimethyl-N-(3-methyl-1,1-dioxathiolan-3-yl)-2-oxoindoline-5-carboxamide